ClC1=CC(=C2C[C@@H]([C@H](C2=C1)OC1=CC=CC=C1)N1CCNCC1)C 4-([(1S,2S)-6-chloro-4-methyl-2-(piperazin-1-yl)-2,3-dihydro-1H-inden-1-yl]oxy)benzene